4-methyl-N-{4-[(4-methylpiperazin-1-yl)-methyl]-3-(trifluoromethyl)phenyl}benzamide CC1=CC=C(C(=O)NC2=CC(=C(C=C2)CN2CCN(CC2)C)C(F)(F)F)C=C1